N-[(5-cyano-3-thienyl)methyl]-1,4-dioxa-7-azaspiro[4.4]nonane-8-carboxamide C(#N)C1=CC(=CS1)CNC(=O)C1NCC2(OCCO2)C1